nonadecyl 3-bromopropionate BrCCC(=O)OCCCCCCCCCCCCCCCCCCC